4-(t-butyldimethylsilyloxy)-butyl-methylsulfonamide [Si](C)(C)(C(C)(C)C)OCCCCNS(=O)(=O)C